1-(5,6,7,8-tetrahydronaphthalen-2-yl)ethan-1-one C1=C(C=CC=2CCCCC12)C(C)=O